2,2-difluoro-3-methylcyclopropane-1-carboxamide FC1(C(C1C)C(=O)N)F